2-hydroxy-4-n-octoxyBenzophenone OC1=C(C(=O)C2=CC=CC=C2)C=CC(=C1)OCCCCCCCC